O=C1N(CC2=CC(=CC=C12)O[C@@H]1[C@@H](CCCC1)NCCC1CCOCC1)C1C(NC(CC1)=O)=O 3-(1-oxo-5-(((1S,2R)-2-((2-(tetrahydro-2H-pyran-4-yl)ethyl)amino)cyclohexyl)oxy)isoindolin-2-yl)piperidine-2,6-dione